O=S1(CC(CCC1)NC(C1=CC(=CC=C1)N1C=NC=C1)=O)=O N-(1,1-dioxidotetrahydro-2H-thiopyran-3-yl)-3-(1H-imidazol-1-yl)benzamide